bicyclo[2.2.1]-hepta-2,5-diene-2-carboxylic acid methyl ester COC(=O)C=1C2C=CC(C1)C2